bis[(2,4-dimethoxyphenyl)methyl]methane COC1=C(C=CC(=C1)OC)CCCC1=C(C=C(C=C1)OC)OC